(S)-(4-(7-chloropyrazolo[1,5-a]pyridin-2-yl)-6,7-dihydro-1H-imidazo[4,5-c]pyridin-5(4H)-yl)(5-(1-methyl-1H-imidazol-4-yl)-1,3,4-oxadiazol-2-yl)methanone ClC1=CC=CC=2N1N=C(C2)[C@H]2N(CCC1=C2N=CN1)C(=O)C=1OC(=NN1)C=1N=CN(C1)C